ClC=1C(=NC(=NC1)NC(C)C)C1=CC(=C2CN(C(C2=C1)=O)CC(=O)N[C@H](CO)C1=CC(=CC=C1)OC)F 2-(6-{5-chloro-2-[(propan-2-yl)amino]pyrimidin-4-yl}-4-fluoro-1-oxo-2,3-dihydro-1H-isoindol-2-yl)-N-[(1S)-2-hydroxy-1-(3-methoxyphenyl)ethyl]acetamide